CNCC1=C(CN(C(=O)C23CCN(CC2)CC3)CC(NC=3C=C2CC4(C(NC5=NC=CC=C54)=O)CC2=CC3)=O)C=CC=C1 N-(2-((methylamino)methyl)benzyl)-N-(2-oxo-2-((2'-oxo-1,1',2',3-tetrahydrospiro[indene-2,3'-pyrrolo[2,3-b]pyridin]-5-yl)amino)ethyl)quinuclidine-4-carboxamide